C(C)N([C@H](C(=O)OC(C)(C)C)CC1=CC=C(C=C1)C)C([C@H](CC)NC)=O tert-butyl (2S)-2-[ethyl-[(2S)-2-(methylamino)butanoyl]amino]-3-(p-tolyl)propanoate